Tert-butyl (2-((4-amino-6-(5-fluoro-3-(4-fluoro-2,2-dimethyl-2,3-dihydrobenzofuran-5-carboxamido)-2-methylphenyl)pyrimidin-5-yl)oxy)ethyl)(methyl)carbamate NC1=NC=NC(=C1OCCN(C(OC(C)(C)C)=O)C)C1=C(C(=CC(=C1)F)NC(=O)C=1C=CC2=C(CC(O2)(C)C)C1F)C